C1C(CC12CCC2)CC(=O)O 2-(spiro[3.3]heptan-2-yl)acetic acid